N-[4-[2-cyanoethoxy-(diisopropylamino)phosphanyl]oxyphenyl]octadecanamide C(#N)CCOP(OC1=CC=C(C=C1)NC(CCCCCCCCCCCCCCCCC)=O)N(C(C)C)C(C)C